FC(OC=1C=CC(=NC1OCC)[C@@H](CS(=O)(=O)C)N1C(N(C=2C1=NC=C(C2C)C2=CC=C(C=C2)F)C)=O)F (S)-3-(1-(5-(difluoromethoxy)-6-ethoxypyridin-2-yl)-2-(methylsulfonyl)ethyl)-6-(4-fluorophenyl)-1,7-dimethyl-1H-imidazo[4,5-b]pyridin-2(3H)-one